C(C)(C)(C)OC(=O)N1C[C@@H]2COC3=C(CN2CC1)N=C(C(=C3Cl)Br)C#C[Si](C)(C)C (6aR)-3-bromo-4-chloro-2-[(trimethylsilyl)ethynyl]-6a,7,9,10-tetrahydro-12H-pyrazino[2,1-c]pyrido[2,3-f][1,4]oxazepine-8(6H)-carboxylic acid tert-butyl ester